N-(3-chloro-2-methoxyphenyl)-4-hydroxy-2-oxo-1,2,5,6-tetrahydropyridin ClC=1C(=C(C=CC1)N1C(C=C(CC1)O)=O)OC